C(C)OC(=O)C=1N(C=C(C1C)C(=C)C=1C=NC(=CC1)C(F)(F)F)S(=O)(=O)C1=CC=C(C=C1)C 3-methyl-1-(4-methylbenzenesulfonyl)-4-(1-(6-(trifluoromethyl)pyridin-3-yl)vinyl)-1H-pyrrole-2-carboxylic acid ethyl ester